di(lauroyl) peroxide C(CCCCCCCCCCC)(=O)OOC(CCCCCCCCCCC)=O